FC1=C(C=CC(=C1)C(C(F)(F)F)(F)F)CNCC N-[[2-fluoro-4-(1,1,2,2,2-pentafluoroethyl)phenyl]methyl]ethanamine